methyl 2-(4-bromo-3-fluorophenyl)-3-methoxypropanoate BrC1=C(C=C(C=C1)C(C(=O)OC)COC)F